C(C)(C)(C)C1=CC=C(C=C1)C1=CC(=CC=C1)[C@H](C(=O)N1CC2=C(N=C(NC2=O)C2(CC2)C=2C=NC=C(C2)C(C)C)CC1)O (R)-6-(2-(4'-(tert-butyl)-[1,1'-biphenyl]-3-yl)-2-hydroxyacetyl)-2-(1-(5-isopropylpyridin-3-yl)cyclopropyl)-5,6,7,8-tetrahydropyrido[4,3-d]pyrimidin-4(3H)-one